(3-BROMO-5-FLUOROPHENYL)(5-CHLOROPYRIDIN-2-YL)METHANONE BrC=1C=C(C=C(C1)F)C(=O)C1=NC=C(C=C1)Cl